N1(N=CC=C1)C1=CC(=NC=N1)N[C@H](C(=O)O)CCN(CCCCC1=NC=2NCCCC2C=C1)C1CC1 (S)-2-((6-(1H-pyrazol-1-yl)pyrimidin-4-yl)amino)-4-(cyclopropyl(4-(5,6,7,8-tetrahydro-1,8-naphthyridin-2-yl)butyl)amino)butanoic acid